C(CCCC\C=C/C\C=C/C\C=C/CCCCC)(=O)[O-].[Li+] lithium gamma-linolenate